O1C(CCC2=C1C=CC=C2)C(=O)N 3,4-dihydro-2H-1-benzopyran-2-carboxamide